(4-fluorobicyclo[2.2.1]heptan-1-yl)((2S,5S)-9-((4-fluorophenyl)ethynyl)-2,3-dihydro-2,5-methanopyrido[3,4-f][1,4]oxazepin-4(5H)-yl)methanone FC12CCC(CC1)(C2)C(=O)N2C[C@H]1OC3=C([C@@H]2C1)C=NC=C3C#CC3=CC=C(C=C3)F